6-[bis(3-methylbut-2-en-1-yl)amino]naphthalene-2-carbaldehyde CC(=CCN(C=1C=C2C=CC(=CC2=CC1)C=O)CC=C(C)C)C